FC(CC[C@H]1N(S(C2=C(N(C1)C1=CC=C(C=C1)F)C=C(C(=C2)OC)C=C)(=O)=O)C)(C)F (R)-3-(3,3-difluorobutyl)-5-(4-fluorophenyl)-8-methoxy-2-methyl-7-vinyl-2,3,4,5-tetrahydrobenzo[f][1,2,5]thiadiazepine 1,1-dioxide